N-(2-(6-amino-8-((6-(dimethylamino)benzo[d][1,3]dioxol-5-yl)thio)-9H-purin-9-yl)ethyl)cyclopropane-carboxamide NC1=C2N=C(N(C2=NC=N1)CCNC(=O)C1CC1)SC1=CC2=C(OCO2)C=C1N(C)C